FC(C1(CC1)N1C=C(C(=CC1=O)NC1CCN(CC1)C)C(=O)OC)F methyl 1-(1-(difluoromethyl)cyclopropyl)-4-((1-methylpiperidin-4-yl)amino)-6-oxo-1,6-dihydropyridine-3-carboxylate